(R)-1-(1-methyl-1H-pyrazol-4-yl)-3-(3-methylmorpholino)-5-(1H-pyrazol-5-yl)pyrido[3,4-b]pyrazin-2(1H)-one CN1N=CC(=C1)N1C2=C(N=C(C1=O)N1[C@@H](COCC1)C)C(=NC=C2)C2=CC=NN2